BrC=1C=C(OCC2COC2)C=CC1 3-((3-bromophenoxy)methyl)oxetane